C(=O)(O)CN1C(NCCC1)=N 1-carboxymethyl-2-imino-hexahydropyrimidine